N-(5-(7'-Fluoro-3'-methyl-2'-oxo-1-(phenylsulfonyl)-2',3'-dihydrospiro[azetidine-3,1'-pyrrolo[2,3-c]quinolin]-8'-yl)-2-(2-(isopropylamino)ethoxy)pyridin-3-yl)methanesulfonamide FC=1C(=CC=2C3=C(C=NC2C1)N(C(C31CN(C1)S(=O)(=O)C1=CC=CC=C1)=O)C)C=1C=C(C(=NC1)OCCNC(C)C)NS(=O)(=O)C